BrC(=CC=1C=C2CCCOC2=CC1)Br 6-(2,2-dibromovinyl)chromane